(2R*,3S*,4S*,5R*)-3-(3,4-difluoro-2-methoxyphenyl)-4,5-dimethyl-N-((1S,2R)-2-(1-methyl-1H-pyrazol-4-yl)cyclopropyl)-5-(trifluoromethyl)tetrahydrofuran-2-carboxamide FC=1C(=C(C=CC1F)[C@H]1[C@@H](O[C@]([C@H]1C)(C(F)(F)F)C)C(=O)N[C@@H]1[C@H](C1)C=1C=NN(C1)C)OC |o1:8,9,11,12|